C(N)(OC(C1(CCN(CC1)C1=NC=C(N=C1)OC1=C(C(=CC=C1)N)Cl)C)C(C)(C)C)=O tert-butyl((1-(5-(3-amino-2-chlorophenoxy) pyrazin-2-yl)-4-methylpiperidin-4-yl) methyl) carbamate